5-((2-cyclopropyl-6-ethyl-3,4-dihydroquinolin-1(2H)-yl)sulfonyl)-2-((1,4-dimethyl-1H-1,2,3-triazol-5-yl)methoxy)benzyl alcohol C1(CC1)C1N(C2=CC=C(C=C2CC1)CC)S(=O)(=O)C=1C=CC(=C(CO)C1)OCC1=C(N=NN1C)C